2-phenyl-3-methylquinoxaline C1(=CC=CC=C1)C1=NC2=CC=CC=C2N=C1C